O1C(OCC1)CCCCC(CCCCC1OCCO1)O 1,9-bis(1,3-dioxolan-2-yl)nonan-5-ol